(S)-2-amino-N-((S)-amino(4-ethylthiophen-2-yl)(oxo)-λ6-sulfanylidene)-4-methylpentanamide N[C@H](C(=O)N=[S@](=O)(C=1SC=C(C1)CC)N)CC(C)C